3,4-dimethylthiophene-2,5-dicarboxylic acid CC1=C(SC(=C1C)C(=O)O)C(=O)O